C(C)(C)(C)OC(=O)N1CC(CC1)C(N)=O.C(C1CO1)OC1=C(C=CC=C1)C1=CC=C(C=C1)OCC1CO1 2,4'-bis(2,3-epoxypropoxy)biphenyl tert-butyl-3-carbamoylpyrrolidin-1-carboxylate